methyl-4-iodobutyrate COC(CCCI)=O